(S and R)-4-[({2-[(6-methoxy-2-methyl-1,2,3,4-tetrahydroisoquinolin-7-yl)amino]quinazolin-7-yl}amino)methyl]-1-methylpyrrolidin-2-one COC=1C=C2CCN(CC2=CC1NC1=NC2=CC(=CC=C2C=N1)NC[C@@H]1CC(N(C1)C)=O)C |r|